(S)-2-((2R,4S)-1-(tert-butoxycarbonyl)-4-phenylpiperidine-2-carboxamido)propionamide C(C)(C)(C)OC(=O)N1[C@H](C[C@H](CC1)C1=CC=CC=C1)C(=O)N[C@H](C(=O)N)C